5-benzyl-N-(4-(2-chloro-5-isopropoxyphenyl)pyridin-2-yl)-4H-1,2,4-triazole-3-carboxamide C(C1=CC=CC=C1)C=1NC(=NN1)C(=O)NC1=NC=CC(=C1)C1=C(C=CC(=C1)OC(C)C)Cl